(2,6-dihydroxy-3-nitrophenyl)(2-(4-fluorophenyl)pyrazolo[1,5-a]pyrimidin-6-yl)methanone OC1=C(C(=CC=C1[N+](=O)[O-])O)C(=O)C=1C=NC=2N(C1)N=C(C2)C2=CC=C(C=C2)F